O=C1N(C(C=C1)=O)CC(=O)O 2-(2,5-dioxopyrrol-1-yl)acetic acid